6-((4-methoxyphenyl)ethynyl)quinoline-4-carboxylic acid COC1=CC=C(C=C1)C#CC=1C=C2C(=CC=NC2=CC1)C(=O)O